(S)-4-(4-(6,6-difluoro-1,4-diazepan-1-yl)-2-((1-methylpyrrolidin-2-yl)methoxy)-5,8-dihydropyrido[3,4-d]pyrimidin-7(6H)-yl)naphthalen-2-ol FC1(CNCCN(C1)C=1C2=C(N=C(N1)OC[C@H]1N(CCC1)C)CN(CC2)C2=CC(=CC1=CC=CC=C21)O)F